FC1=C(CN2[C@@H](CCC2=O)CC(=O)N[C@@H](C(SCC2=CC=C(C=C2)OC)=O)C(C)C)C=CC=C1F |&1:14| S-(4-Methoxybenzyl) (RS)-2-(2-((S)-1-(2,3-difluorobenzyl)-5-oxopyrrolidin-2-yl)acetamido)-3-methylbutanethioate